FC1=CC=C(C(=O)NC(C)C2=NC=3CCCN(C3C=C2)C2=NC=CC=C2F)C=C1 4-fluoro-N-(1-(5-(3-fluoropyridin-2-yl)-5,6,7,8-tetrahydro-1,5-naphthyridin-2-yl)ethyl)benzamide